[N+](#[C-])C1=CCCCC1 1-isocyanocyclohex-1-ene